C(=O)(OC(C)(C)C)NC N-boc-methanamine